COC1=CC=2C(=C3C(=NC2C=C1OCCO)CCC3)NC3CCN(CC3)C(C)C 2-[(7-methoxy-9-{[1-(propan-2-yl)piperidin-4-yl]amino}-1H,2H,3H-cyclopenta[b]quinolin-6-yl)oxy]ethan-1-ol